5-(1-(2-(1-(5-(5-(difluoromethyl)-5H-pyrido[4,3-b]indol-7-yl)pyridin-2-yl)piperidin-4-yl)ethyl)piperidin-4-yl)-2-(2,6-dioxopiperidin-3-yl)isoindoline-1,3-dione FC(N1C2=C(C=3C=CC(=CC13)C=1C=CC(=NC1)N1CCC(CC1)CCN1CCC(CC1)C=1C=C3C(N(C(C3=CC1)=O)C1C(NC(CC1)=O)=O)=O)C=NC=C2)F